(4-(3-hydroxypyrrolidin-3-yl)phenyl)(4-(4-(trifluoromethyl)phenoxy)piperidin-1-yl)methanone OC1(CNCC1)C1=CC=C(C=C1)C(=O)N1CCC(CC1)OC1=CC=C(C=C1)C(F)(F)F